(1s,3s)-3-((2-(1-((3-(3-fluorophenyl)-1-methyl-1H-indol-6-yl)methyl)piperidin-4-yl)-1H-benzo[d]imidazol-1-yl)methyl)cyclobutan-1-ol FC=1C=C(C=CC1)C1=CN(C2=CC(=CC=C12)CN1CCC(CC1)C1=NC2=C(N1CC1CC(C1)O)C=CC=C2)C